OCC(=O)[C@H]1[C@@H](CC2C3C[C@@H](C4=CC(CC[C@@]4(C3=CC[C@]12C)C)=O)C)C (6S,10R,13S,16R,17S)-17-(2-hydroxyacetyl)-6,10,13,16-tetramethyl-6,7,8,10,12,13,14,15,16,17-decahydro-1H-cyclopenta[a]phenanthren-3(2H)-one